FC1=C(C=CC(=C1)F)[C@H](C)NC(CC=1C(NC2=CC=C(N=C2C1C)F)=O)=O N-[(1S)-1-(2,4-difluorophenyl)ethyl]-2-(6-fluoro-4-methyl-2-oxo-1H-1,5-naphthyridin-3-yl)acetamide